1-cyclopropyl-6-(2,6-dichloro-4-nitrophenoxy)-1H-benzo[d]imidazole C1(CC1)N1C=NC2=C1C=C(C=C2)OC2=C(C=C(C=C2Cl)[N+](=O)[O-])Cl